C(#N)C1=NC=C(C(=C1)C1=CC=2N(C=C1)N=C(C2)NC(=O)C2CC2)N2CC(C2)O N-[5-[2-cyano-5-(3-hydroxyazetidin-1-yl)-4-pyridyl]pyrazolo[1,5-a]pyridin-2-yl]cyclopropanecarboxamide